ClC1=C(C=CC=C1F)N1C=NC(=C1)C1=NC(=NC=C1C(F)(F)F)NC1CCN(CC1)S(=O)(=O)C 4-(1-(2-Chloro-3-fluorophenyl)-1H-imidazol-4-yl)-N-(1-(methylsulfonyl)piperidin-4-yl)-5-(trifluoro-methyl)pyrimidin-2-amine